OC=1C=C(C=NC1)C=1C=C(SC1)C(=O)N1CCN(CC1)C1=CC=C(N=N1)C(=O)NS(=O)(=O)C 6-[4-[4-(5-Hydroxypyridin-3-yl)thiophene-2-carbonyl]piperazin-1-yl]-N-methylsulfonylpyridazine-3-carboxamide